(5-hydroxy-1-(4-morpholinophenyl)-2-oxopiperidin-3-yl)carbamic acid tert-butyl ester C(C)(C)(C)OC(NC1C(N(CC(C1)O)C1=CC=C(C=C1)N1CCOCC1)=O)=O